7-(3-(quinolin-6-ylmethyl)-[1,2,4]triazolo[4,3-b]pyridazin-6-yl)-3,4-dihydronaphthalen-1(2H)-one N1=CC=CC2=CC(=CC=C12)CC1=NN=C2N1N=C(C=C2)C2=CC=C1CCCC(C1=C2)=O